5-(2-fluoro-6-methylphenyl)-3-(2-(2-morpholinoacetyl)-1,2,3,4-tetrahydroisoquinolin-7-yl)-1H-pyrazolo[4,3-c]pyridazin-6(5H)-one FC1=C(C(=CC=C1)C)N1N=C2C(=CC1=O)NN=C2C2=CC=C1CCN(CC1=C2)C(CN2CCOCC2)=O